1-(6-(4-(((2S)-4-methyl-1-(1,3-oxazol-2-yl)-2-pentanyl)amino)-5,6,7,8-tetrahydro-2-quinazolinyl)-2,6-diazaspiro[3.4]octan-2-yl)-2-propen-1-one CC(C[C@@H](CC=1OC=CN1)NC1=NC(=NC=2CCCCC12)N1CC2(CN(C2)C(C=C)=O)CC1)C